S(=O)(=O)(ON1[C@@H]2CC[C@H](N(C1=O)C2)C(NC(=O)C2CCN(CC2)C(C)=O)=N)[O-].[Na+] Sodium (2S,5R)-2-(N-(1-acetylpiperidine-4-carbonyl)carbamimidoyl)-7-oxo-1,6-diazabicyclo[3.2.1]octan-6-yl Sulfate